ClC=1N=C(C2=C(N1)NC(=C2F)C[C@H](C)NC(OC(C)(C)C)=O)Cl tert-Butyl (S)-(1-(2,4-dichloro-5-fluoro-7H-pyrrolo[2,3-d]pyrimidin-6-yl)propan-2-yl)carbamate